1-[(2R,3R,4S,5R)-4-(benzyloxy)-5-[(benzyloxy)methyl]-3-[(phenoxymethanethioyl)oxy]-5-(2,2,2-trifluoroethyl)oxolan-2-yl]-3H-pyrimidine-2,4-dione C(C1=CC=CC=C1)O[C@H]1[C@H]([C@@H](O[C@]1(CC(F)(F)F)COCC1=CC=CC=C1)N1C(NC(C=C1)=O)=O)OC(=S)OC1=CC=CC=C1